p-anisidineamine C(OC1=CC=C(C=C1)N)N